C1C=CC=C1.[CH-]1C=CC=C1.[Fe+2].C(C)N1C2=CC=CC=C2C=2C=CC=CC12 N-ethylcarbazole ferrocenium salt